FC1=C(N=C2N(C1=O)CC[C@H](N2CC=2C=NC(=CC2)F)C(F)(F)F)N2[C@@H](COCC2)C (S)-3-Fluoro-9-(6-fluoropyridin-3-yl-methyl)-2-((R)-3-methylmorpholin-4-yl)-8-trifluoromethyl-6,7,8,9-tetrahydro-pyrimido[1,2-a]-pyrimidin-4-one